6-hexylisoindoline-1,3-dione C(CCCCC)C1=CC=C2C(NC(C2=C1)=O)=O